(R)-4-bromo-N-(8,9-difluoro-6-oxo-1,4,5,6-tetrahydro-2H-pyrano[3,4-c]isoquinolin-1-yl)-2,3-difluoro-N-methylbenzamide BrC1=C(C(=C(C(=O)N(C)[C@H]2COCC=3NC(C=4C=C(C(=CC4C32)F)F)=O)C=C1)F)F